N(=[N+]=[N-])C1=CC=C(C=C1)N1N=C(C(=C1C1=CC(=C(C=C1)OC)F)C#N)C(F)(F)F 1-(4-azidophenyl)-5-(3-fluoro-4-methoxyphenyl)-3-(trifluoromethyl)-1H-pyrazole-4-carbonitrile